4-chlorophenylacetic acid ClC1=CC=C(C=C1)CC(=O)O